FC(CN(C1=NC=2N(C3=C1C(=CN=C3)F)C=NN2)C2=CC(=CC(=C2)C#CC(C(F)(F)F)(C)C)F)F N-(2,2-difluoroethyl)-6-fluoro-N-(3-fluoro-5-(4,4,4-trifluoro-3,3-dimethylbut-1-yn-1-yl)phenyl)pyrido[4,3-e][1,2,4]triazolo[4,3-a]pyrimidin-5-amine